ClC1=CC=C(CN2N=C3C4=C(CCC3=C2)OC(=C4C)C(=O)NCC4=CC=C(C=C4)C)C=C1 2-(4-chlorobenzyl)-8-methyl-N-(4-methylbenzyl)-4,5-dihydro-2H-furo[2,3-g]indazole-7-carboxamide